(2S,4R)-4-((tert-butyldimethylsilyl)oxy)-N-((S)-1-(4-(4-chlorothiazol-5-yl)phenyl)ethyl)-1-((R)-3-methyl-2-(3-methylisoxazol-5-yl)butanoyl)pyrrolidine-2-carboxamide [Si](C)(C)(C(C)(C)C)O[C@@H]1C[C@H](N(C1)C([C@H](C(C)C)C1=CC(=NO1)C)=O)C(=O)N[C@@H](C)C1=CC=C(C=C1)C1=C(N=CS1)Cl